1-(Pent-4-ynoyloxymethyl)-5-fluorouracil C(CCC#C)(=O)OCN1C(=O)NC(=O)C(=C1)F